(E)-2-(2-trifluoromethyl-benzylidene)-5-hydroxy-2,3-dihydro-1H-inden-1-one FC(C1=C(\C=C/2\C(C3=CC=C(C=C3C2)O)=O)C=CC=C1)(F)F